3-phenylcyclobutan-1-amine C1(=CC=CC=C1)C1CC(C1)N